1,1-diethoxycyclododecane methyl-4-(hydroxymethyl)bicyclo[2.2.2]octane-1-carboxylate COC(=O)C12CCC(CC1)(CC2)CO.C(C)OC2(CCCCCCCCCCC2)OCC